6-methyl-2-(3-(trifluoromethyl)piperidin-1-yl)pyrimidine-4-carbohydrazide CC1=CC(=NC(=N1)N1CC(CCC1)C(F)(F)F)C(=O)NN